CN(C=1SC(=CN1)C(=O)NC1=CC(=CC=C1)[C@H](C)NC=1C=NC=2C(N1)=NN(C2)CC)C (S)-2-(dimethylamino)-N-(3-(1-((2-ethyl-2H-pyrazolo[3,4-b]pyrazin-6-yl)amino)ethyl)phenyl)thiazole-5-carboxamide